C(C)S(=O)(=O)C=1C(=NC(=CC1)N1N=CN=C1)N1N=CC(=C1C)C1=CC=C(C=C1)OC(F)(F)F 3-(ethylsulfonyl)-2-(5-methyl-4-(4-(trifluoromethoxy)phenyl)-1H-pyrazol-1-yl)-6-(1H-1,2,4-triazol-1-yl)pyridine